O1CCN(CC1)C=1C2=C(N=C(N1)C=1C=C(C=CC1)NC(=O)C1CCN(CC1)C(=O)OCC)C=C(S2)C=2C=NC=CC2 Ethyl 4-((3-(4-morpholino-6-(pyridin-3-yl)thieno[3,2-d]pyrimidin-2-yl)phenyl)carbamoyl)piperidin-1-carboxylate